7-(4-fluorophenyl)-5-[4-fluoro-2-(2,2,2-trifluoroethoxy)phenyl]-2,3,6,7-tetrahydropyrrolo[3,4-e][1,4]diazepin-8(1H)-one FC1=CC=C(C=C1)N1C(C=2NCCN=C(C2C1)C1=C(C=C(C=C1)F)OCC(F)(F)F)=O